S(=O)(=O)(C1=CC=C(C)C=C1)OCCOCCOCCO triethylene glycol monotosylate